tert-butyl N-ethyl-N-[(3S)-1-[3-pyridazin-4-yl-1-(2-trimethylsilylethoxymethyl) pyrrolo[2,3-b]pyridin-4-yl]-3-piperidyl]carbamate C(C)N(C(OC(C)(C)C)=O)[C@@H]1CN(CCC1)C1=C2C(=NC=C1)N(C=C2C2=CN=NC=C2)COCC[Si](C)(C)C